CNC1=NC=C(C2=CC(=NC=C12)NC1=NC=CC=C1)C1=NN2C(C=CC(=C2)N2CCOCC2)=N1 N1-methyl-4-(6-morpholino-[1,2,4]triazolo[1,5-a]pyridin-2-yl)-N6-(pyridin-2-yl)-2,7-naphthyridine-1,6-diamine